2,3-dichloroacrylic acid ClC(C(=O)O)=CCl